2-(((2r,3s)-3-amino-2-ethyltetrahydrofuran-3-yl)methoxy)-4-(5-methoxyimidazo[1,2-a]pyridin-3-yl)-6-(methylsulfanyl)-benzonitrile N[C@]1([C@H](OCC1)CC)COC1=C(C#N)C(=CC(=C1)C1=CN=C2N1C(=CC=C2)OC)SC